tert-butyl 6-(2,3-diaminophenyl)-2,6-diazaspiro[3.3]heptane-2-carboxylate NC1=C(C=CC=C1N)N1CC2(CN(C2)C(=O)OC(C)(C)C)C1